tert-butyl 4-[4-(2,6-dibenzyloxy-3-pyridyl)-2-fluoro-phenyl]piperidine-1-carboxylate C(C1=CC=CC=C1)OC1=NC(=CC=C1C1=CC(=C(C=C1)C1CCN(CC1)C(=O)OC(C)(C)C)F)OCC1=CC=CC=C1